COCCOCCOCCOCCOCCOCC 2,5,8,11,14,17-hexaoxanonadecan